ClC=1C=C2C(=NC(=NC2=C(C1C=1C(=CC=C2C=NNC12)F)F)OC[C@H]1N(CCC1)C)N1CC2(CN(C2C)C(C=C)=O)CC1 1-(6-(6-chloro-8-fluoro-7-(6-fluoro-1H-indazol-7-yl)-2-(((S)-1-methylpyrrolidin-2-yl)methoxy)quinazolin-4-yl)-1-methyl-2,6-diazaspiro[3.4]octan-2-yl)prop-2-en-1-one